COC1=CC=CC(=N1)NC(=S)NC(OCC)=O ethyl N-[(6-methoxy-2-pyridyl)carbamothioyl]carbamate